CC1(C(NC2=CC=C(C=C12)C(F)(F)F)=O)C 3,3-dimethyl-5-(trifluoro-methyl)indolin-2-one